N[C@H](CO)CC1=NC(=NO1)C1=CC=C(C=C1)OC1=NC=C(C=C1F)Cl (S)-2-amino-3-(3-(4-((5-chloro-3-fluoropyridin-2-yl)oxy)phenyl)-1,2,4-oxadiazol-5-yl)propan-1-ol